C(C=C)(=O)ON1CN(CN(C1)OC(C=C)=O)OC(C=C)=O 1,3,5-triacryloyloxyhexahydro-1,3,5-triazine